benzyl (2S)-2-[(tert-butoxycarbonyl)amino]-5-(2,2,2-trifluoroacetamido)pentanoate C(C)(C)(C)OC(=O)N[C@H](C(=O)OCC1=CC=CC=C1)CCCNC(C(F)(F)F)=O